N-cyclobutyl-4-[[(3,4-dimethylpyrimido[4',5':4,5]thieno[2,3-c]pyridazin-8-yl)amino]methyl]benzamide C1(CCC1)NC(C1=CC=C(C=C1)CNC1=NC=NC2=C1SC=1N=NC(=C(C12)C)C)=O